CC1=CC=C(O1)C1=CN=C(S1)NC(=O)C1N2C=CC=C2C(CC1)=O N-[5-(5-methyl-2-furyl)thiazol-2-yl]-8-oxo-6,7-dihydro-5H-indolizine-5-carboxamide